3-(4-aminophenoxy)cyclobutan-1-ol NC1=CC=C(OC2CC(C2)O)C=C1